6-((trans)-4-(3-methyl-5-(trifluoromethyl)pyridin-2-yl)cyclohexyl)-2-thia-6-azaspiro[3.4]octane 2,2-dioxide CC=1C(=NC=C(C1)C(F)(F)F)[C@@H]1CC[C@H](CC1)N1CC2(CS(C2)(=O)=O)CC1